Cl.C(C)(C)[C@H]1[C@@H](C[C@@H](CC1)C)C(=O)NCC1=CC=C(C=C1)CN1CCOCC1 (1R,2S,5R)-2-isopropyl-5-methyl-N-(4-(morpholinomethyl)benzyl)cyclohexanecarboxamide hydrochloride